Ethyl 1-[(3R)-1-tert-butoxycarbonylpyrrolidin-3-yl]-5-methyl-triazole-4-carboxylate C(C)(C)(C)OC(=O)N1C[C@@H](CC1)N1N=NC(=C1C)C(=O)OCC